4-[5-Amino-6-[(3-methyltetrahydrofuran-3-yl)amino]-2-pyridinyl]-N,N-dimethylbenzamide NC=1C=CC(=NC1NC1(COCC1)C)C1=CC=C(C(=O)N(C)C)C=C1